N-(4-(4-(2-methoxyethyl)piperazin-1-yl)pyridin-2-yl)-5-(1H-pyrazol-4-yl)thiazolo[5,4-b]pyridin-2-amine COCCN1CCN(CC1)C1=CC(=NC=C1)NC=1SC2=NC(=CC=C2N1)C=1C=NNC1